2-methyl-1,2,3-butanetriol CC(CO)(C(C)O)O